1-(2-bromobenzyl)-4-(4,4,5,5-tetramethyl-1,3,2-dioxaborolan-2-yl)-1H-pyrazole BrC1=C(CN2N=CC(=C2)B2OC(C(O2)(C)C)(C)C)C=CC=C1